C1(=CC=CC=C1)N1C(C(=CC1=O)C1N(CCCCCC1)C1=CC=CC=C1)=O 1-Phenyl-3-(1-phenylazocan-2-yl)-1H-pyrrole-2,5-dione